CN1N=C(C=C1)N[C@H]1C[C@H](N(CC1)C(=O)N1CC2(CCCC2)[C@@H](CC1)CN1C=NC(=CC1=O)C1=CC=CC=C1)C1=CC=CC=C1 3-(((R)-7-((2S,4R)-4-((1-Methyl-1H-pyrazol-3-yl)amino)-2-phenylpiperidine-1-carbonyl)-7-azaspiro[4.5]decan-10-yl)methyl)-6-phenylpyrimidin-4(3H)-one